BrC=1C=CC2=C(C(=CB(O2)O)C(C)C)C1 6-bromo-2-hydroxy-4-isopropyl-1,2-benzoxaborinine